C1(=CC=CC=C1)C#CC1=C2CNC(C2=CC=C1)=O 4-(phenylethynyl)isoindolin-1-one